BrC1=C(C=C(C(=C1)CC)Br)CC 1,4-dibromo-2,5-diethylbenzene